C(C1=CC=CC=C1)(C1=CC=CC=C1)N1CC(C1)N1CC2=CC=C(C=C2CC1)Cl 2-(1-benzhydryl-azetidin-3-yl)-6-chloro-1,2,3,4-tetrahydroisoquinoline